C(C)(C)(C)C=1C(=C(C(O)=CC1)O)C(C)(C)C dit-butyl-catechol